tert-butyl-(1R,2S,3S,5S)-3-((5-(4-(2,5-dihydrofuran-3-yl)-2-(methoxymethoxy)phenyl)pyrazin-2-yl)(methyl)amino)-2-fluoro-8-azabicyclo[3.2.1]octane C(C)(C)(C)[C@@]12[C@H]([C@H](C[C@H](CC1)N2)N(C)C2=NC=C(N=C2)C2=C(C=C(C=C2)C=2COCC2)OCOC)F